FC1(CCN(CC1)C1=NC2=C(C=C(C=C2C(N1C)=O)C)[C@@H](C)NC1=C(C(=O)OC)C=CC=C1)F methyl (R)-2-((1-(2-(4,4-difluoropiperidin-1-yl)-3,6-dimethyl-4-oxo-3,4-dihydroquinazolin-8-yl)ethyl)amino)benzoate